6-fluoro-3-methyl-7-(4,4,5,5-tetramethyl-1,3,2-dioxaborolan-2-yl)benzo[d]Oxazol-2(3H)-one FC1=C(C2=C(N(C(O2)=O)C)C=C1)B1OC(C(O1)(C)C)(C)C